ClC1=NC(=C2C(=N1)N(N=C2)C2CCCC2)NC=2N=CN(C2)C2=CC(=C(C(=C2)OC)OC)OC 6-chloro-1-cyclopentyl-N-(1-(3,4,5-trimethoxyphenyl)-1H-imidazol-4-yl)-1H-pyrazolo[3,4-d]pyrimidin-4-amine